O\N=C/1\C(\NC2=CC=CC=C12)=C/1\C(NC2=C(C=CC=C12)C(F)(F)F)=O (2Z,3E)-3-(hydroxyimino)-7'-(trifluoromethyl)-[2,3'-biindolinylidene]-2'-one